4-(pyrrolidin-1-ylmethyl)thiazol-2-amine N1(CCCC1)CC=1N=C(SC1)N